C(C1=CC=CC=C1)OC1=CC(=C(C=C1)N1CCNCC1)F 1-(4-benzyloxy-2-fluoro-phenyl)piperazine